C(C)OC(C(=O)[O-])CC ethoxybutyric acid anion